FC1=CC(=C2C=C(N(C2=C1)CCNC1=CC(=NC(=N1)C)C1=CC(=CS1)C(F)(F)F)C)OC 5-{6-[2-(6-Fluoro-4-methoxy-2-methyl-indol-1-yl)-ethylamino]-2-methyl-pyrimidin-4-yl}-3-trifluoromethyl-thiophen